OC(=O)C(F)(F)F.COC(=O)C1(CCNCC1)C=1C=C2C=NN(C2=CC1)C1=CC(=C(C(=C1)O)F)F.NCCC(=O)NCCCN=[N+]=[N-] 3-amino-N-(3-azidopropyl)propanamide methyl-4-(1-(3,4-difluoro-5-hydroxyphenyl)-1H-indazol-5-yl)piperidine-4-carboxylate TFA salt